2-(2-(3,4-Difluoro-2-methylphenoxy)-4-methyl-5-(trifluoromethyl)pyridin-3-yl)-5-(4-methylpiperazin-1-yl)-1,6-naphthyridin-4(1H)-one FC=1C(=C(OC2=NC=C(C(=C2C=2NC3=CC=NC(=C3C(C2)=O)N2CCN(CC2)C)C)C(F)(F)F)C=CC1F)C